C(C)N(C(CC)=O)CC N,N-diethyl-propanamide